N-(2,3-dihydroxypropyl)-1-(4-(trifluoromethyl)phenyl)-1H-indazole-3-carboxamide OC(CNC(=O)C1=NN(C2=CC=CC=C12)C1=CC=C(C=C1)C(F)(F)F)CO